(1S,3R)-N1-(6-chloro-2-(trifluoromethyl)quinolin-4-yl)-N3-(2-(2,2,2-trifluoroethyl)-2H-pyrazolo(3,4-d)pyrimidin-4-yl)cyclohexane-1,3-diamine ClC=1C=C2C(=CC(=NC2=CC1)C(F)(F)F)N[C@@H]1C[C@@H](CCC1)NC=1C=2C(N=CN1)=NN(C2)CC(F)(F)F